CC=1N=C2N(N=C(C=C2C)C=2C=C(C=3N(C2)C=C(N3)C3[C@@H]2CN(C[C@H]32)C(=O)OC(C)(C)C)F)C1 tert-Butyl (1S,5R)-6-[6-(2,8-dimethylimidazo[1,2-b]pyridazin-6-yl)-8-fluoro-imidazo[1,2-a]pyridin-2-yl]-3-azabicyclo[3.1.0]hexane-3-carboxylate